C1C(CC2=CC=CC=C12)NC(=O)C=1N=C(SC1)C#C N-(2,3-dihydro-1H-inden-2-yl)-2-ethynyl-thiazole-4-carboxamide